C1(=CC=CC=C1)OP(=O)(O)O.C12(CC3CC(CC(C1)C3)C2)C2OOC2 adamantyl-1,2-dioxetane phenylphosphate